COC1=NC=C(C=2C1=NC(=CN2)NC(=O)N2CCC(CC2)(C)O)C2=CC=CC=C2 4-Hydroxy-4-methylpiperidine-1-carboxylic acid (5-methoxy-8-phenyl-pyrido[3,4-b]pyrazin-3-yl)-amide